C(CCCCCC\C=C\CCC)OC(C)=O acetic acid (E)-8-dodecenyl ester